C(C=C)(=O)N[C@@H]1CN(CC1)CC=1C=C(C(N(C1)CC(F)(F)F)=O)C(=O)NC1=CC(=CC=C1)C1(CC(C1)C)C1=NN=CN1C 5-(((S)-3-Acrylamidopyrrolidin-1-yl)methyl)-N-(3-((1s,3R)-3-methyl-1-(4-methyl-4H-1,2,4-triazol-3-yl)cyclobutyl)phenyl)-2-oxo-1-(2,2,2-trifluoroethyl)-1,2-dihydropyridine-3-carboxamide